(7S)-2-(((1-(2,4-difluorophenethyl)-1H-pyrazol-4-yl)methyl)amino)-7,8-dimethyl-7,8-dihydropteridin-6(5H)-one FC1=C(CCN2N=CC(=C2)CNC2=NC=3N([C@H](C(NC3C=N2)=O)C)C)C=CC(=C1)F